1-(1-carbonyl-1H-pyrido[1,2-c]pyrimidin-5-yl)-5-(trifluoromethyl)-1H-pyrazole-4-carboxylic acid C(=O)=C1N=CC=C2N1C=CC=C2N2N=CC(=C2C(F)(F)F)C(=O)O